C(C)(C)(C)OC(C(CC)C1=NC=C(C=N1)C)=O (5-methylpyrimidin-2-yl)butyric acid tert-butyl ester